NC(CC(=O)O)C(N(C(CC1=CC=CC=C1)C)C)=O 3-Amino-3-[methyl(1-phenylpropan-2-yl)carbamoyl]propanoic acid